C1(=CC=CC=C1)N1C(C=CC(=C1)C1=NC=CC=C1)=O 1-phenyl-5-(pyridin-2-yl)-2(1H)-pyridone